N-Butylpiperidinium acetat C(C)(=O)[O-].C(CCC)[NH+]1CCCCC1